C(#N)C=1C=C(C(=O)NC=2C=C(C=NC2)C2=CC(=NC=C2)C=2NC(=CN2)C2=CC=CC=C2)C=CC1 3-Cyano-N-(2'-(5-phenyl-1H-imidazol-2-yl)-3,4'-bipyridin-5-yl)benzamide